CNC(=O)C1=CC=C2CCN(C2=C1)C(CN1C[C@H](NCC1)C)=O 1-[2-((R)-3-Methyl-piperazin-1-yl)-acetyl]-2,3-dihydro-1H-indole-6-carboxylic acid methylamide